5-((diethoxyphosphoryl)difluoromethyl)benzo[b]thiophene-2-carboxylic acid C(C)OP(=O)(OCC)C(C1=CC2=C(SC(=C2)C(=O)O)C=C1)(F)F